malonamoyl-CoA C(CC(=O)N)(=O)SCCNC(CCNC([C@@H](C(COP(OP(OC[C@@H]1[C@H]([C@H]([C@@H](O1)N1C=NC=2C(N)=NC=NC12)O)OP(=O)(O)O)(=O)O)(=O)O)(C)C)O)=O)=O